1-Ethyl-3-(5-(2-fluoro-4-methoxy-5-((4-oxo-3,4-dihydrophthalazin-1-yl)methyl)phenyl)-1H-benzoimidazol-2-yl)urea C(C)NC(=O)NC1=NC2=C(N1)C=CC(=C2)C2=C(C=C(C(=C2)CC2=NNC(C1=CC=CC=C21)=O)OC)F